(R)-2-(4-Bromophenyl)-6-phenyl-5,6-dihydro-4H-1,3-selenazin-4-one BrC1=CC=C(C=C1)C=1[Se][C@H](CC(N1)=O)C1=CC=CC=C1